C(=O)O.C(=O)O.NC1=NC=C(C(=N1)N)CN1CCC2=CC(=CC=C12)C1=CC=C(C=C1)C(C(F)(F)F)(C(F)(F)F)O 2-(4-(1-((2,4-diaminopyrimidin-5-yl)methyl)indolin-5-yl)phenyl)-1,1,1,3,3,3-hexafluoropropan-2-ol diformate